ClC1=CC=C(C=C1)C1(CC1)N1C[C@@](CC1)([C@@H]1OC(C1)(C)C)CCC1=NC=C(C=C1)S(=O)(=O)C |o1:15| 2-(2-((R)-1-(1-(4-chlorophenyl)cyclopropyl)-3-((R or S)-4,4-dimethyloxetan-2-yl)pyrrolidin-3-yl)ethyl)-5-(methylsulfonyl)pyridine